[Mg].[F-].[NH4+] ammonium fluoride, magnesium salt